N1=NC(=CC2=C1C1=C(CCC2)C=CC=C1)N1N=C(N=C1N)NC=1C=CC2=C(CCC(CC2)N2[C@H](CCC2)C)C1 1-(6,7-dihydro-5H-benzo[6,7]cyclohepta[1,2-c]pyridazin-3-yl)-N3-(7-(2-(S)-methylpyrrolidin-1-yl)-6,7,8,9-tetrahydro-5H-benzo[7]annulene-2-yl)-1H-1,2,4-triazole-3,5-diamine